(E)-N-cyclopropyl-2-methylprop-2-en-1-imine C1(CC1)/N=C/C(=C)C